tert-butyl ((3S,6S,8S,9aR)-8-methyl-5-oxo-3-(3-(pyridin-3-yl)azetidine-1-carbonyl)octahydro-1H-pyrrolo[1,2-a]azepin-6-yl)carbamate C[C@@H]1C[C@@H]2N(C([C@H](C1)NC(OC(C)(C)C)=O)=O)[C@@H](CC2)C(=O)N2CC(C2)C=2C=NC=CC2